FC=1C=C(NC(C)C=2C=C(C=C3C(C=C(OC23)N2CCOCC2)=O)C(=O)OC)C=C(C1)F methyl 8-[1-(3,5-difluoroanilino)ethyl]-2-morpholino-4-oxo-chromene-6-carboxylate